Distyrylamin C(=CC1=CC=CC=C1)NC=CC1=CC=CC=C1